calcium aluminum-iron aluminum [Al].[Fe].[Al].[Ca]